methyl 4-((diphenylmethylene) amino)-1-(tetrahydropyran-2-yl)-1H-indazole-6-carboxylate C1(=CC=CC=C1)C(C1=CC=CC=C1)=NC1=C2C=NN(C2=CC(=C1)C(=O)OC)C1OCCCC1